(3-pyridyl)-3-(dimethylamino)-2-propen-1-one N1=CC(=CC=C1)C(C=CN(C)C)=O